7-(2,4-Difluorophenyl)-1,10-dihydropyrrolo[2,3-a]carbazole-3-carbaldehyde FC1=C(C=CC(=C1)F)C=1C=C2C3=CC=C4C(=C3NC2=CC1)NC=C4C=O